(Z)-7-hexadecen-al C(CCCCC\C=C/CCCCCCCC)=O